O[C@@]1(CC[C@@]2([C@H]3CC[C@@]4([C@@](CC[C@H]4[C@@H]3CC[C@H]2C1)([2H])C(C([2H])N1C=NC=C1)=O)C)C)COC([2H])([2H])[2H] 1-((3R,5S,8R,9S,10S,13S,14S,17S)-3-hydroxy-3-((methoxy-d3)methyl)-10,13-dimethylhexadecahydro-1H-cyclopenta[a]phenanthren-17-yl-17-d)-2-(1H-imidazol-1-yl)ethan-1-one-2-d